iron boron [B].[Fe]